C(C)(C)(C)C=1OC(=C(N1)C)C=O (2-(tert-butyl)-4-methyloxazol-5-yl)methanone